FC1=NC(=CC=C1N1CCN(CC1)CC=1C=CC=2C3=C(C(NC2C1F)=O)OC=N3)C(NC)=O 7-((4-(2-fluoro-6-(methylcarbamoyl)pyridin-3-yl)piperazin-1-yl)methyl)-6-fluorooxazolo[5,4-c]quinolin-4(5H)-one